1-[4-trifluoromethylphenyl]-3-[3,5-dimethyl-4-carboxydimethylmethyloxyphenyl]prop-2-en-1-one FC(C1=CC=C(C=C1)C(C=CC1=C(C(=C(C(=C1)C)C(=O)O)C)OC(C)C)=O)(F)F